(R)-4-Iodo-N-(4-methyl-6-(2-methylmorpholino)pyridin-2-yl)-2-(6-azaspiro[2.5]octan-6-yl)benzamide IC1=CC(=C(C(=O)NC2=NC(=CC(=C2)C)N2C[C@H](OCC2)C)C=C1)N1CCC2(CC2)CC1